ClC1=C(C=CC2=C1C(OC1=NC3=C(C(NCCO2)=O)C=NN3C=C1)C)F 12-chloro-11-fluoro-13-methyl-6,7-dihydro-13H-1,15-ethenopyrazolo[4,3-f][1,10,4,8]benzodioxadiazacyclotridecin-4(5H)-one